(E)-3-(2-bromo-6-fluorophenyl)but-2-en-1-ol BrC1=C(C(=CC=C1)F)/C(=C/CO)/C